methyl (trans)-4-(4-(3-methoxy-4-((4-((2-methyl-6-(methylcarbamoyl)phenyl) amino)-5-(trifluoromethyl)pyrimidin-2-yl)amino)phenyl)piperazin-1-yl)adamantan-1-carboxylate COC=1C=C(C=CC1NC1=NC=C(C(=N1)NC1=C(C=CC=C1C(NC)=O)C)C(F)(F)F)N1CCN(CC1)C1C2CC3(CC(CC1C3)C2)C(=O)OC